rel-2-((3R,4R)-3-hydroxy-4-((4-((R)-3-(3-(trifluoromethyl)phenyl)morpholino)-7H-pyrrolo[2,3-d]pyrimidin-7-yl)methyl)piperidin-1-yl)acetamide O[C@H]1CN(CC[C@@H]1CN1C=CC2=C1N=CN=C2N2[C@@H](COCC2)C2=CC(=CC=C2)C(F)(F)F)CC(=O)N |o1:1,6,18|